C(C)(C)(C)OC(=O)N1CCC2(CN(C2)C2=NC=CC(=N2)NC2=NNC(=C2)C2CC2)C1 2-[4-[(5-Cyclopropyl-1H-pyrazol-3-yl)amino]pyrimidin-2-yl]-2,7-diazaspiro[3.4]octane-7-carboxylic acid tert-butyl ester